FC(OC=1C=C(C=CC1)N1C=CC2=CC(=CC=C12)C(=O)NC1(CS(C1)(=O)=O)C)F 1-(3-(difluoromethoxy)phenyl)-N-(3-methyl-1,1-dioxidothietan-3-yl)-1H-indole-5-carboxamide